N-(2-(benzyloxy)ethyl)-3-bromo-N-(3-bromopropyl)propan-1-amine C(C1=CC=CC=C1)OCCN(CCCBr)CCCBr